(3-(azetidin-1-ylmethyl)-2-(trifluoromethyl)phenyl)-3-(1-methyl-1H-pyrazol-4-yl)-1H-pyrazolo[3,4-c]pyridine N1(CCC1)CC=1C(=C(C=CC1)N1N=C(C=2C1=CN=CC2)C=2C=NN(C2)C)C(F)(F)F